C(C)SC1=NC(=CC(=C1C(=O)NCC1=CC(=CC=C1)F)C)N1[C@H](COCC1)C 2-Ethylsulfanyl-N-[(3-fluorophenyl)-methyl]-4-methyl-6-[(3S)-3-methyl-morpholin-4-yl]-pyridine-3-carboxylic acid amide